C(C)(C)(C)C1=CC(=NN1[C@H]1CN(CC1)CCF)N=C=S (R)-5-(tert-butyl)-1-(1-(2-fluoroethyl)pyrrolidin-3-yl)-3-isothiocyanato-1H-pyrazole